aminoethylphosphine NCCP